hydroxyethylidene diphosphate sodium salt [Na+].O1P(OC1CO)(=O)OP(=O)([O-])[O-].[Na+]